3-(5-amino-8-(2-methoxy-6-methylpyridin-4-yl)-2-((6-methylpyridin-2-yl)methoxy)-[1,2,4]triazolo[1,5-c]pyrimidin-7-yl)benzonitrile NC1=NC(=C(C=2N1N=C(N2)OCC2=NC(=CC=C2)C)C2=CC(=NC(=C2)C)OC)C=2C=C(C#N)C=CC2